N1=CC=CC2=CC=CC(=C12)NC(=O)C1CCC1 N-(8-quinolyl)cyclobutanecarboxamide